[Na+].N1C=NC2=NC=NC2=C1S(=O)[O-] 1H-purine-6-sulfinic acid, monosodium salt